CC1CN(CC(O1)C)SSN1CC(OC(C1)C)C 4,4'-dithiobis(2,6-dimethylmorpholine)